2'-(4-(4-([1,1'-biphenyl]-4-yl)-6-(4-cyanophenyl)-1,3,5-triazin-2-yl)phenyl)-[1,1':4',1''-terphenyl]-4,4''-dicarbonitrile C1(=CC=C(C=C1)C1=NC(=NC(=N1)C1=CC=C(C=C1)C#N)C1=CC=C(C=C1)C1=C(C=CC(=C1)C1=CC=C(C=C1)C#N)C1=CC=C(C=C1)C#N)C1=CC=CC=C1